C(C)(C)(C)OC(=O)N1C(CC2=CC=C(C=C12)OC)(C(=O)O)CCNC1=CC=C(C=C1)Br 2-(2-((4-bromophenyl)amino)ethyl)-6-methoxyindoline-1,2-dicarboxylic acid 1-tert-butyl ester